C(#N)C1=NC2=CC(=CC(=C2N=C1N1CCOCC1)C(C)NC1=C(C(=O)O)C=CC=C1)C 2-((1-(2-cyano-7-methyl-3-morpholinoquinoxalin-5-yl)ethyl)amino)benzoic acid